C(C1=CC=CC=C1)OC([C@@H](COCC1=CC=CC=C1)OS(=O)(=O)C(F)(F)F)=O (2R)-3-(benzyloxy)-2-[(trifluoromethanesulfonyl)oxy]propionic acid benzyl ester